t-butyl peroxyvalerate C(CCCC)(=O)OOC(C)(C)C